5-(2,4-dichloropyrimidin-5-yl)-2,4-dimethyloxazole ClC1=NC=C(C(=N1)Cl)C1=C(N=C(O1)C)C